C1N2C=3C(NC(=NC3NC[C@@H]2CN1C1=CC=C(C(N[C@@H](CCC(=O)[O-])C(=O)O)=O)C=C1)N)=O [6R,S]-5,10-Methylene-5,6,7,8-tetrahydro-folate